bis(4'-aminophenoxy)benzene NC1=CC=C(OC2=C(C=CC=C2)OC2=CC=C(C=C2)N)C=C1